5-(5-(((1R,5S,7s)-3-oxa-9-azabicyclo[3.3.1]nonan-7-yl)oxy)-2-methylpyridin-4-yl)-N-(5-fluoropyridin-2-yl)pyrazolo[1,5-a]pyridin-2-amine [C@H]12COC[C@H](CC(C1)OC=1C(=CC(=NC1)C)C1=CC=3N(C=C1)N=C(C3)NC3=NC=C(C=C3)F)N2